ClC1=CC=C(C=C1)N(C(=O)N1C(C[C@H](C1)OC)C(=O)O)C (4R)-1-((4-chlorophenyl)(methyl)carbamoyl)-4-methoxypyrrolidine-2-carboxylic acid